C1(C=CC=C1)[Ti](C1=C(C(=CC=C1F)CCNC(CC)=O)F)(C1=C(C(=CC=C1F)CCNC(CC)=O)F)C1C=CC=C1 bis(cyclopentadienyl)-bis[2,6-difluoro-3-(2-(propionylamino)ethyl)phenyl]titanium